4-(4-chloro-2-fluorophenyl)-1H-imidazol ClC1=CC(=C(C=C1)C=1N=CNC1)F